OC1=C(C(=CC=C1)OC)C=1NC2=C(N1)C=CC=C2 2-(2-hydroxy-6-methoxyphenyl)benzimidazole